(2S,4S)-4-(7-bromo-8-chloro-4-(3-(dimethylamino)azetidin-1-yl)-6-fluoro-1H-pyrazolo[4,3-c]quinolin-1-yl)-2-(2-hydroxyethyl)piperidine-1-carboxylic acid tert-butyl ester C(C)(C)(C)OC(=O)N1[C@@H](C[C@H](CC1)N1N=CC=2C(=NC=3C(=C(C(=CC3C21)Cl)Br)F)N2CC(C2)N(C)C)CCO